dicyclopentadienyltin(II) C1(C=CC=C1)[Sn]C1C=CC=C1